(S)-pyrrolidin-ol N1(CCCC1)O